N-(triethylsiloxycarbonyl)methyl-3-aminopropyl-methyldimethoxysilane C(C)[Si](OC(=O)CNCCC[Si](OC)(OC)C)(CC)CC